CN1CCN(CCC1)C(=O)C1CCN(CC1)C(=O)C1=NNC(=C1)C1=CC=NC=C1 1-methyl-4-{1-[5-(pyridin-4-yl)-1H-pyrazole-3-carbonyl]piperidine-4-carbonyl}-1,4-diazepane